C1(CC1)C=1C(=C2C(C(N(C2=C(C1)F)CC(=O)NC[C@H]([C@H](C(=O)OC)C)C)=O)(C)C)F methyl (2R,3S)-4-(2-(5-cyclopropyl-4,7-difluoro-3,3-dimethyl-2-oxoindolin-1-yl)acetamido)-2,3-dimethylbutanoate